C(C)(C)(C)OC(=O)C1C=C(C1)NOC(C(=O)O)(C)C 2-(((3-(tert-butoxycarbonyl)cyclobutenyl)amino)oxy)-2-methylpropanoic acid